1-isopropyl-3-(trifluoromethyl)-1H-pyrazol C(C)(C)N1N=C(C=C1)C(F)(F)F